C1(=CC=CC=C1)CCC(CC)N 1-phenylpentane-3-amine